ClC1=CC=C(C(=N1)C)N[C@H](C)C=1C=C(C=C2C(C(=C(OC12)C1=CC(=CC=C1)F)C)=O)C 8-[(1R)-1-[(6-Chloro-2-methyl-3-pyridyl)amino]ethyl]-2-(3-fluorophenyl)-3,6-dimethyl-chromen-4-one